N-(4-(6-(4-(3-(2-(dimethylamino)ethyl)ureido)phenyl)-1H-benzo[d]imidazol-1-yl)-[1,1'-biphenyl]-2-yl)methanesulfonamide CN(CCNC(NC1=CC=C(C=C1)C=1C=CC2=C(N(C=N2)C2=CC(=C(C=C2)C2=CC=CC=C2)NS(=O)(=O)C)C1)=O)C